C(CC)N1C=2N(C=3N=C(NC3C1=O)C=1C=NN(C1)CC#CC1=CC(=CC=C1)C(F)(F)F)C=CN2 5-Propyl-2-[1-[3-[3-(trifluoromethyl)phenyl]prop-2-ynyl]pyrazol-4-yl]-3H-imidazo[2,1-b]purin-4-on